C(C1=CC=CC=C1)OC(=O)N[C@@H](CCCC(=O)O)C(=O)N[C@H](C(=O)NCC1=C(C=CC(=C1)OCC1CNCC1)C)CCC1=CC=CC=C1 (5S)-5-(((benzyloxy)carbonyl)amino)-6-(((2S)-1-((2-methyl-5-(pyrrolidin-3-ylmethoxy)benzyl)amino)-1-oxo-4-phenylbutan-2-yl)amino)-6-oxohexanoic acid